Heptan-2-yl-6,7-dimethoxycinnoline Ethyl-N,N-dimethylaminobenzoate C(C)C=1C(=C(C(=O)O)C=CC1)N(C)C.CC(CCCCC)C=1N=NC2=CC(=C(C=C2C1)OC)OC